N'-(1,3-diphenyl-1H-pyrazol-5-yl-carbonyl)-6-oxo-1,6-dihydropyridazin-3-yl-carbohydrazide C1(=CC=CC=C1)N1N=C(C=C1C(=O)N(NC1=NNC(C=C1)=O)C(=O)NN)C1=CC=CC=C1